CS(=O)(=O)C[C@H]1[C@@H](NC1)C (2S,3R)-3-(methanesulfonyl-methyl)-2-methylazetidin